CC=1C=C(C#N)C=CC1C(=O)N1CC2(C1)CC(C2)N(C=2C1=C(N=CN2)NC=C1)C 3-methyl-4-(6-(methyl-(7H-pyrrolo[2,3-d]pyrimidin-4-yl)amino)-2-azaspiro[3.3]heptane-2-carbonyl)benzonitrile